1-(2-bromophenyl)-3-methoxypyridin-2(1H)-one BrC1=C(C=CC=C1)N1C(C(=CC=C1)OC)=O